γ,δ-diaminopentanoic acid NC(CCC(=O)O)CN